N-((1r,4r)-4-(3-chloro-4-cyanophenoxy)cyclohexyl)-6-(4-(4-((2-(2,6-dioxopiperidin-3-yl)-4-fluoro-1,3-dioxoisoindolin-5-yl)methyl)piperazin-1-yl)piperidin-1-yl)pyridazine-3-carboxamide ClC=1C=C(OC2CCC(CC2)NC(=O)C=2N=NC(=CC2)N2CCC(CC2)N2CCN(CC2)CC=2C(=C3C(N(C(C3=CC2)=O)C2C(NC(CC2)=O)=O)=O)F)C=CC1C#N